O1C=COC=C1C=O [1,4]dioxine-6-carbaldehyde